rac-tert-Butyl 3-hydroxy-3-(4-(methoxycarbonyl)phenyl)piperidine-1-carboxylate O[C@@]1(CN(CCC1)C(=O)OC(C)(C)C)C1=CC=C(C=C1)C(=O)OC |r|